methyl 3-((3-(1-(pyridin-3-ylmethyl)-1H-pyrazol-3-yl)-[1,1'-biphenyl]-4-yl)amino)propanoate N1=CC(=CC=C1)CN1N=C(C=C1)C=1C=C(C=CC1NCCC(=O)OC)C1=CC=CC=C1